((R)-4-(2-aminooxazolo[4,5-c]pyridin-7-yl)morpholin-2-yl)((R)-6,8-dichloro-1-methyl-3,4-dihydroisoquinolin-2(1H)-yl)methanone NC=1OC2=C(C=NC=C2N2C[C@@H](OCC2)C(=O)N2[C@@H](C3=C(C=C(C=C3CC2)Cl)Cl)C)N1